FC1=CC(=C(C=C1)N([C@@H]1CC[C@H](CC1)N(C1=CC(N(C=2C=CC(=NC12)C#N)C)=O)C)CC1COC1)O trans-8-((4-((4-fluoro-2-hydroxyphenyl)(oxetan-3-ylmethyl)amino)cyclohexyl)(methyl)amino)-5-methyl-6-oxo-5,6-dihydro-1,5-naphthyridine-2-carbonitrile